FC1=CC=C(C=C1)C=CC(=O)N[C@@H](C)C1=CC(=CC=C1)N1CCOCC1 (S)-3-(4-Fluoro-phenyl)-N-[1-(3-morpholin-4-yl-phenyl)-ethyl]-acrylamide